(2R,3S)-2-(3-(6-bromo-5-chloro-1H-benzo[d]imidazol-1-yl)propyl)piperidin-3-ol dihydrochloride Cl.Cl.BrC=1C(=CC2=C(N(C=N2)CCC[C@H]2NCCC[C@@H]2O)C1)Cl